3-(5-(2-methyl-3-(oxetan-3-yl)-7-(pyrrolidin-1-ylmethyl)-3H-imidazo[4,5-b]pyridin-5-yl)-1-oxoisoindolin-2-yl)piperidine-2,6-dione CC1=NC=2C(=NC(=CC2CN2CCCC2)C=2C=C3CN(C(C3=CC2)=O)C2C(NC(CC2)=O)=O)N1C1COC1